N1=NN=C(C=C1)C1=C(C=CC=C1)C1=CC=CC=C1 triazinyl-biphenyl